benzyl ((1S,2S)-1-(6-(allyloxy)-4-(trifluoromethyl)pyridin-2-yl)-1-hydroxypropan-2-yl)carbamate C(C=C)OC1=CC(=CC(=N1)[C@H]([C@H](C)NC(OCC1=CC=CC=C1)=O)O)C(F)(F)F